5-(3-(piperidine-1-carbonyl)pyrazolo[1,5-a]pyridin-7-yl)picolinonitrile N1(CCCCC1)C(=O)C=1C=NN2C1C=CC=C2C=2C=CC(=NC2)C#N